6-bromo-7-chloro-3-methyl-1,3-dihydro-2H-imidazo[4,5-b]pyridin-2-one BrC=1C(=C2C(=NC1)N(C(N2)=O)C)Cl